4-chloro-5-ethoxy-2-[2-(trifluoromethyl)phenyl]pyrimido[4,5-d]pyrimidine ClC1=NC(=NC2=NC=NC(=C21)OCC)C2=C(C=CC=C2)C(F)(F)F